5-(chloromethyl)-2-methoxy-benzoic acid methyl ester COC(C1=C(C=CC(=C1)CCl)OC)=O